2-methoxy-4-(1-methyl-1,2,3,6-tetrahydropyridin-4-yl)-5-nitrophenylamine COC1=C(C=C(C(=C1)C=1CCN(CC1)C)[N+](=O)[O-])N